FC(C=1C=C2C(=NN(C2=CC1)C1=CC=C(C=C1)C(F)(F)F)CNS(=O)(=O)C)(F)F N-[[5-(trifluoromethyl)-1-[4-(trifluoromethyl)phenyl]indazol-3-yl]methyl]methanesulfonamide